1-Acetyl-N-(4-((4-(tert-butyl)phenyl)amino)benzyl)-N-hydroxypiperidine-4-carboxamide C(C)(=O)N1CCC(CC1)C(=O)N(O)CC1=CC=C(C=C1)NC1=CC=C(C=C1)C(C)(C)C